(8-methyl-1-naphthyl)boronic acid CC=1C=CC=C2C=CC=C(C12)B(O)O